C(C)OC(COC1=CC=C(C=C1)C1C(CCC2=CC(=CC=C12)O)C1=CC=CC=C1)OCC [4-(2,2-diethoxyethoxy)phenyl]-2-phenyl-tetralin-6-ol